methyl 6-[3-[1-[9-(p-tolylsulfonyloxy) nonyl]triazol-4-yl]phenoxy]pyridine-3-carboxylate C1(=CC=C(C=C1)S(=O)(=O)OCCCCCCCCCN1N=NC(=C1)C=1C=C(OC2=CC=C(C=N2)C(=O)OC)C=CC1)C